C(C=C)(=O)OC(C(C)OCCC)Cl 3-acryloyloxy-2-propoxy-3-chloropropane